FC(C(C(F)(F)F)OC(=O)N1CCC2(C[C@@H]2C(=O)O)CC1)(F)F (S)-6-[[(1,1,1,3,3,3-hexafluoropropan-2-yl)oxy]carbonyl]-6-azaspiro[2.5]octane-1-carboxylic acid